C(#N)/C=C/CNC(=O)C=1C(=NC(=NC1)C1CC1)OC1=CC=CC=C1 (E)-N-(3-cyanoallyl)-2-cyclopropyl-4-phenoxypyrimidine-5-carboxamide